p-tert-butyl-α-methylcinnamaldehyde C(C)(C)(C)C1=CC=C(C=C(C=O)C)C=C1